but-1,3-dien-1-yl 2-oxo-2H-chromen-3-carboxylate O=C1OC2=CC=CC=C2C=C1C(=O)OC=CC=C